FC1=CC=2N=C(SC2C=2C[C@H](OC21)CNC(C)=O)C2=C1N=CC(=NC1=CC(=C2)C)OC (S)-N-((5-fluoro-2-(2-methoxy-7-methylquinoxalin-5-yl)-7,8-dihydrobenzofuro[5,4-d]thiazol-7-yl)methyl)acetamide